C(C)N(C=NC1=C(C=C(C(=C1)C)C1(COC1)OC)C)C N-ethyl-N'-(4-(3-methoxyoxetan-3-yl)-2,5-dimethylphenyl)-N-methylformimidamide